The molecule is dianion of UDP-N-acetyl-D-galactosamine arising from deprotonation of the diphosphate OH groups; major species at pH 7.3. It has a role as a human metabolite. It is a conjugate base of an UDP-N-acetyl-D-galactosamine. CC(=O)N[C@@H]1[C@H]([C@H]([C@H](OC1OP(=O)([O-])OP(=O)([O-])OC[C@@H]2[C@H]([C@H]([C@@H](O2)N3C=CC(=O)NC3=O)O)O)CO)O)O